C1(CCC(=O)OCCCCO1)=O butanediyl succinate